ON1C(CC(CC1(C)C)OC(CCCCCCCCCCCCCCCCC)=O)(C)C.C(C(=C)C)(=O)OCCC[Si](OCC)(OCC)C γ-methacryloyloxypropylmethyldiethoxysilane 1-oxyl-2,2,6,6-tetramethylpiperidin-4-yl-stearate